ClC1=CC=C(C(=N1)C(=O)O)NC(C)C1=CC(=CC=2C=3N(C(=NC12)N1CCOCC1)C=C(N3)C(F)(F)F)C(F)(F)F 6-chloro-3-((1-(5-morpholino-2,9-bis(trifluoromethyl)imidazo[1,2-c]quinazolin-7-yl)ethyl)amino)picolinic acid